(1r,4r)-N1-(5-chloro-4-(imidazo[1,2-a]pyridin-3-yl)pyrimidin-2-yl)cyclohexane-1,4-diamine ClC=1C(=NC(=NC1)NC1CCC(CC1)N)C1=CN=C2N1C=CC=C2